C(=O)N(C=O)CC(C(C)(C)C1=CC(=C(C=C1)OC)[N+](=O)[O-])=O N-formyl-N-[3-(4-methoxy-3-nitrophenyl)-3-methyl-2-oxobutyl]formamide